OC(=CC=CC(=O)O)C=CC=CCCC(CCCCCCCC)O 5,12-di-Hydroxy-Eicosatetraenoic Acid